5-bromo-3-(3,3-difluoro-1-methylpiperidin-4-yl)benzo[D]oxazol-2(3H)-one BrC=1C=CC2=C(N(C(O2)=O)C2C(CN(CC2)C)(F)F)C1